(3,5-bis(trifluoromethyl)phenyl)(2,4,6-trifluoro-phenyl)borane FC(C=1C=C(C=C(C1)C(F)(F)F)BC1=C(C=C(C=C1F)F)F)(F)F